tert-butyl (S)-(7-hydroxy-5-methyl-4-oxo-2,3,4,5-tetrahydrobenzo[b][1,4]oxazepin-3-yl)carbamate OC1=CC2=C(OC[C@@H](C(N2C)=O)NC(OC(C)(C)C)=O)C=C1